1-(2-(cyclopropylamino)-5-methylpyrimidin-4-yl)-1H-pyrazole-4-carboxylic acid methyl ester COC(=O)C=1C=NN(C1)C1=NC(=NC=C1C)NC1CC1